C(C)OC1C(C1)C(=O)N 2-ethoxy-cyclopropanecarboxamide